ethyl 1-(2-(difluoromethoxy)ethyl)-1H-1,2,3-triazole-5-carboxylate FC(OCCN1N=NC=C1C(=O)OCC)F